iminomethyl-benzyl isocyanate N=CC(C1=CC=CC=C1)N=C=O